carbonyl-di(imidazole) C(=O)(C=1NC=CN1)C=1NC=CN1